N-((5-chloro-6-(thiazol-4-ylmethoxy)-1H-indol-2-yl)methyl)-3-methylcyclobutane-1-carboxamide ClC=1C=C2C=C(NC2=CC1OCC=1N=CSC1)CNC(=O)C1CC(C1)C